(2R)-N-{4-[6-Chloro-3-(pyridin-2-yl)-1H-pyrrolo[3,2-b]pyridin-2-yl]pyridin-2-yl}-4,4-difluoro-2-(4-fluorophenyl)butanamid ClC=1C=C2C(=NC1)C(=C(N2)C2=CC(=NC=C2)NC([C@H](CC(F)F)C2=CC=C(C=C2)F)=O)C2=NC=CC=C2